CC1=NC(=CC(=C1)C1=C(C(=NN1)C=1SC(=CN1)C1CCN(CC1)CCOC)C(C)C)C 2-(5-(2,6-dimethylpyridin-4-yl)-4-isopropyl-1H-pyrazol-3-yl)-5-(1-(2-methoxyethyl)piperidin-4-yl)thiazole